5-(5-chloro-1-methyl-1H-pyrrolo[2,3-c]pyridin-2-yl)-6-methoxynicotinonitrile ClC=1C=C2C(=CN1)N(C(=C2)C=2C(=NC=C(C#N)C2)OC)C